4-(1-(2-(4-Chlorophenyl)acetyl)-2,3-dihydro-1H-pyrrolo[2,3-c]pyridin-4-yl)benzonitrile ClC1=CC=C(C=C1)CC(=O)N1CCC=2C1=CN=CC2C2=CC=C(C#N)C=C2